FC(C(C(F)(F)F)(C(F)(F)F)F)(OC(C(C(F)(F)F)(C(F)(F)F)F)(F)F)F 1-(1,1,2,3,3,3-hexafluoro-2-(trifluoromethyl)propoxy)-1,1,2,3,3,3-hexafluoro-2-(trifluoromethyl)propane